[N+](=O)([O-])C=1C=C2C(N(C=NC2=CC1)C1=CC=NC=C1)=O 6-nitro-3-(pyridin-4-yl)quinazolin-4(3H)-one